2-(2,6-dioxopiperidin-3-yl)-7-fluoro-1,3-dioxoisoindoline O=C1NC(CCC1N1C(C2=C(C=CC=C2C1=O)F)=O)=O